2-methyldiethoxyethane CC(C)(OCC)OCC